3-(5-bromo-3-tert-butyl-2-oxo-benzimidazol-1-yl)piperidine-2,6-dione BrC1=CC2=C(N(C(N2C(C)(C)C)=O)C2C(NC(CC2)=O)=O)C=C1